N(=C=O)CC1=CC=C(C=C1)OC(C)C 1-(isocyanato-methyl)-4-(propan-2-yloxy)benzene